5-(7-isopropyl-2-(1-methylpiperidin-4-yl)-5H-pyrrolo[3,2-d]pyrimidin-6-yl)-1,3-dimethylpyridin-2(1H)-one C(C)(C)C1=C(NC2=C1N=C(N=C2)C2CCN(CC2)C)C=2C=C(C(N(C2)C)=O)C